O1C(NC2=C1C=CC(=C2)NC2=NC(=NC=C2C)NC2=CC1=C(C=NO1)C=C2)=O N4-(benzo[d]oxazol-2(3H)-on-5-yl)-N2-(1,2-benzisoxazol-6-yl)-5-methylpyrimidine-2,4-diamine